4-((3-methoxy-4-fluorophenyl)amino)-6-acetylamino-1H-indole-2-carboxylic acid ethyl ester C(C)OC(=O)C=1NC2=CC(=CC(=C2C1)NC1=CC(=C(C=C1)F)OC)NC(C)=O